C(C)(C)(C)C1=C(C(C=C1)(C(C)(C)C)[Sr]C1(C(=C(C=C1)C(C)(C)C)C(C)(C)C)C(C)(C)C)C(C)(C)C Bis(tri-tert-butylcyclopentadienyl)strontium